1-(3,5-difluorophenyl)-4-hydroxy-4,5,6,7-tetrahydro-1H-indole-3-carbonitrile FC=1C=C(C=C(C1)F)N1C=C(C=2C(CCCC12)O)C#N